4-(2-naphthyl)-6-phenyl-pyridine C1=C(C=CC2=CC=CC=C12)C1=CC=NC(=C1)C1=CC=CC=C1